FC=1C=C2C(=C(/C(/C2=CC1)=C/C1=CC=C(C=C1)N1CCOCC1)C)CC(=O)O 2-[(1Z)-5-Fluoro-2-methyl-1-{[4-(morpholin-4-yl)phenyl]methylidene}-1H-inden-3-yl]acetic acid